C(C)C1C(=NOC1CN1N=CC=C1)CNC(=O)C1=NC=CC2=CC=CC=C12 Ethyl-5-((1H-pyrazol-1-yl)methyl)-3-((isoquinoline-1-carboxamido)methyl)-4,5-dihydroisoxazole